N-(2-(4-amino-3-(4-((5-fluoro-2-methoxybenzamido)methyl)phenyl)-1H-pyrazolo[3,4-d]pyrimidin-1-yl)-3-cyclohexylpropyl)-N-methyl-1H-1,2,4-triazole-1-carboxamide NC1=C2C(=NC=N1)N(N=C2C2=CC=C(C=C2)CNC(C2=C(C=CC(=C2)F)OC)=O)C(CN(C(=O)N2N=CN=C2)C)CC2CCCCC2